(E)-5-(2-bromo-6-chloro-4-(methoxymethoxy)phenyl)pent-4-enoic acid BrC1=C(C(=CC(=C1)OCOC)Cl)/C=C/CCC(=O)O